2-bromo-dimethyl-acetamide BrCC(=O)N(C)C